trimethyl-silicon methyl-methacrylate COC(C(=C)C)=O.C[Si](C)C